(R)-7-(6-(1-(2,2-difluoro-1-(4-fluorophenyl)propyl)-3-methyl-1H-pyrazol-4-yl)pyrazin-2-yl)-8-methyl-[1,2,4]triazolo[1,5-a]pyridin-2-amine FC([C@@H](C1=CC=C(C=C1)F)N1N=C(C(=C1)C1=CN=CC(=N1)C1=C(C=2N(C=C1)N=C(N2)N)C)C)(C)F